FC1=C(C(=CC=C1)F)NC1=NC(=NC=C1C(=O)N)NC1=C(C=C2CCN(CC2=C1)C)OC 4-((2,6-difluorophenyl)amino)-2-((6-methoxy-2-methyl-1,2,3,4-tetrahydroisoquinolin-7-yl)amino)pyrimidine-5-carboxamide